5,5'-((4-(Ethylcarbamoyl)pyridine-2,6-diyl)bis(1H-1,2,3-triazole-4,1-diyl))diisophthalic acid C(C)NC(=O)C1=CC(=NC(=C1)C=1N=NN(C1)C=1C=C(C=C(C(=O)O)C1)C(=O)O)C=1N=NN(C1)C=1C=C(C=C(C(=O)O)C1)C(=O)O